N1CC(C1)CN1CCN(CC1)CCN1C(=C(C2=CC=C(C(=C12)C=1C(=NN(C1C)C)C)Cl)CCCOC1=CC=CC2=CC(=CC=C12)F)C(=O)O 1-(2-{4-[(Azetidin-3-yl)methyl]piperazin-1-yl}ethyl)-6-chloro-3-{3-[(6-fluoronaphthalen-1-yl)oxy]propyl}-7-(1,3,5-trimethyl-1H-pyrazol-4-yl)-1H-indole-2-carboxylic acid